O1[C@@H](COCC1)CNC(=O)C1=C(C2=C(CCC3=CN(N=C23)C[C@@H]2OCC2)O1)C N-[(2R)-1,4-dioxan-2-ylmethyl]-8-methyl-2-[(2R)-oxetan-2-ylmethyl]-4,5-dihydro-2H-furo[2,3-g]indazole-7-carboxamide